N-methoxy-N-methyl-2-(3-nitrophenyl)acetamide CON(C(CC1=CC(=CC=C1)[N+](=O)[O-])=O)C